[N+3].P(=O)([O-])([O-])[O-].NC(=N)N guanidine phosphate nitrogen